ClC1=CC=C(CS(=O)(=O)N=C=O)C=C1 4-Chlorobenzyl-sulfonylisocyanat